BrC=1C(=NC(=NC1)NC1=C(C=C(C(=C1)C)N1C[C@@H](N([C@@H](C1)C)C)C)OC)NC=1C=CC=C2CCN(C12)S(=O)(=O)C 5-bromo-N2-(2-methoxy-5-methyl-4-((3S,5R)-3,4,5-trimethylpiperazin-1-yl)phenyl)-N4-(1-(methylsulfonyl)indolin-7-yl)pyrimidine-2,4-diamine